N4-[2-(5-chloro-2-fluoro-phenyl)pyrimidin-4-yl]-N2-(4-piperazin-1-ylphenyl)pyrimidine-2,4-diamine ClC=1C=CC(=C(C1)C1=NC=CC(=N1)NC1=NC(=NC=C1)NC1=CC=C(C=C1)N1CCNCC1)F